C(C)(C)C1=C(C(=CC=C1)C(C)C)N=CC1=C(C(=CC=C1)C(C)(C)C)O 2-[(2,6-diisopropylphenyl)imino]methyl-6-(tert-butyl)-phenol